6-((4-((5-Cyclopropyl-3-(3,5-dichloropyridin-4-yl)isoxazol-4-yl)methoxy)-2-oxabicyclo[2.2.2]octan-1-yl)methoxy)-4-(difluoromethoxy)chinolin C1(CC1)C1=C(C(=NO1)C1=C(C=NC=C1Cl)Cl)COC12COC(CC1)(CC2)COC=2C=C1C(=CC=NC1=CC2)OC(F)F